C(=O)(O)/C=1/C(=O)OC(\C1\C(=O)O)=O 2,3-dicarboxyl-maleic anhydride